N1C=CC=2C1=NC=C(C2)C=2C=C1N(N2)CCC12CN(C2)C(=O)OCC ethyl 2'-(1H-pyrrolo[2,3-b]pyridin-5-yl)-5',6'-dihydrospiro[azetidine-3,4'-pyrrolo[1,2-b]pyrazole]-1-carboxylate